C(C(C)C)N1N=CC=C1C=1C=CC=C2C=NC(=NC12)NC=1C=CC(=C(C1)NC(=O)C1=CC=C(C(=O)O)C=C1)OC 4-((5-((8-(1-isobutyl-1H-pyrazol-5-yl)quinazolin-2-yl)amino)-2-methoxyphenyl)carbamoyl)benzoic acid